NC1=CN(ON1O)CCOC 4-amino-N'-hydroxy-N-(2-methoxyethyl)-1,2,5-oxadiazole